(S)-1-(4-fluorobenzyl)-3-(4-(1-methyl-5-oxopiperazin-2-yl)phenyl)urea FC1=CC=C(CNC(=O)NC2=CC=C(C=C2)[C@@H]2N(CC(NC2)=O)C)C=C1